NC1=C(C=C(C=C1)Cl)N(C(=O)C1CC1)CC=1OC=CC1 N-(2-amino-5-chlorophenyl)-N-(furan-2-ylmethyl)cyclopropanecarboxamide